C1([C@H](O)[C@@H](O)[C@@H](O)[C@H](O1)CO)C(=O)[C@H](O)[C@@H](O)[C@@H](O)[C@H](O)CO galactosyl-galactose